BrC1=CC=C(C=C1)[C@@H]1[C@H]([C@@H](CCC1)CO)C(=O)OCC1=CC=CC=C1 |r| rac-benzyl (1R,2S,6R)-2-(4-bromophenyl)-6-(hydroxymethyl)cyclohexane-1-carboxylate